5-(tert-butyl)-N-(4-(6-(3,4-dimethylpiperazin-1-yl)pyrrolo[2,1-f][1,2,4]triazin-4-yl)-2-methylbenzyl)-1,2,4-oxadiazole-3-carboxamide C(C)(C)(C)C1=NC(=NO1)C(=O)NCC1=C(C=C(C=C1)C1=NC=NN2C1=CC(=C2)N2CC(N(CC2)C)C)C